sulfuric acid Sodium salt [Na+].S([O-])([O-])(=O)=O.[Na+]